COC1=C(C(=CC=C1)C1=CC=CC=C1)C(=O)O methoxybiphenylcarboxylic acid